(S)-6-(isoquinolin-4-yl)-3-((1-methylpyrrolidin-2-yl)methoxy)-1-(piperazin-1-yl)-5,6,7,8-tetrahydro-2,6-naphthyridine-4-carbonitrile hydrochloride Cl.C1=NC=C(C2=CC=CC=C12)N1CC=2C(=C(N=C(C2CC1)N1CCNCC1)OC[C@H]1N(CCC1)C)C#N